O=CCCCCCC=1N=C(N(C1)C1=CC=CC=C1)C1=C(C(=O)N)C=CC=C1C=1C=C2C=NN(C2=CC1)COCC[Si](C)(C)C (4-(6-oxohexyl)-1-phenyl-1H-imidazol-2-yl)-3-(1-((2-(trimethylsilyl)ethoxy)methyl)-1H-indazol-5-yl)benzamide